N-cyclopropyl-6-(7,8-dihydro-5H-1,6-naphthyridin-6-yl)-5-methyl-pyridine-3-carboxamide C1(CC1)NC(=O)C=1C=NC(=C(C1)C)N1CC=2C=CC=NC2CC1